5-bromo-N4-(2-isopropylsulfonylphenyl)-N2-[4-[(1-methyl-4-piperidyl)methyl]-2,3-dihydro-1,4-benzoxazin-7-yl]pyrimidine-2,4-diamine BrC=1C(=NC(=NC1)NC1=CC2=C(N(CCO2)CC2CCN(CC2)C)C=C1)NC1=C(C=CC=C1)S(=O)(=O)C(C)C